ClC1=CC=C(C(=O)N/N=C/C)C=C1 (E)-4-chloro-N'-ethylidenebenzoyl-hydrazine